C(C)(C)(C)OC(=O)N1CCN(CC1)C1=CC(=C(C=C1)F)C=O 4-(4-fluoro-3-formylphenyl)piperazine-1-carboxylic acid tert-butyl ester